(R)-2-((1-(2-(((3,3-difluorocyclobutyl)methyl)amino)-3,7-dimethyl-4-oxo-4H-pyrido[1,2-a]pyrimidin-9-yl)ethyl)amino)benzoic acid FC1(CC(C1)CNC=1N=C2N(C(C1C)=O)C=C(C=C2[C@@H](C)NC2=C(C(=O)O)C=CC=C2)C)F